tert-Butyl N-(2-benzyloxyhex-5-enoylamino)carbamate C(C1=CC=CC=C1)OC(C(=O)NNC(OC(C)(C)C)=O)CCC=C